6-chloro-5-methylpyrimidine-2,4(1H,3H)-dione ClC1=C(C(NC(N1)=O)=O)C